3,4-dihydrospiro[pyrido[3,2-b][1,4]oxazine-2,3'-pyrrolidine]-1'-carboxylic acid tert-butyl ester C(C)(C)(C)OC(=O)N1CC2(CC1)CNC1=C(O2)C=CC=N1